[Ba+2].P(=O)([O-])([O-])[O-].OCC(C(=O)O)=O.P(=O)([O-])([O-])[O-].[Ba+2].[Ba+2] hydroxy-pyruvic acid phosphate barium salt